1,1-dimethylethyl N-[(1R,2R,4S)-4-[(Z)-N-(difluoromethoxy)-C-phenyl-carbonimidoyl]-2-methoxy-cyclohexyl]-N-methyl-carbamate FC(O\N=C(/C1=CC=CC=C1)\[C@@H]1C[C@H]([C@@H](CC1)N(C(OC(C)(C)C)=O)C)OC)F